OC=1C2=C(OCC1C(C(F)(F)F)=O)C=CC1=CC=CC=C12 1-hydroxy-2-(2,2,2-trifluoroethan-1-one-1-yl)-3H-naphtho[2,1-b]pyran